ClC1=CC(=C(C=C1)C1(OC2=C(O1)C=CC=C2C=2C=C(SC2)CC2=NC1=C(N2CCOC)C=C(C=C1)C(=O)O)C)F 2-((4-(2-(4-chloro-2-fluorophenyl)-2-methylbenzo[d][1,3]dioxol-4-yl)thiophen-2-yl)methyl)-1-(2-methoxyethyl)-1H-benzo[d]imidazole-6-carboxylic acid